NC1=NC=CC=C1C1=NC=2C(=NC(=CC2)C2=CC(=NC=C2)F)N1C1=CC=C(CN2CCC(CC2)NC2=NC(=NC=C2)C#N)C=C1 4-((1-(4-(2-(2-aminopyridin-3-yl)-5-(2-fluoropyridin-4-yl)-3H-imidazo[4,5-b]pyridin-3-yl)benzyl)piperidin-4-yl)amino)pyrimidine-2-carbonitrile